CC=1C(=C(C=2CC3=CC=CC=C3C2C1)C=1C(=C(C(=C(C1)C1=CC=CC=C1)N)N)C1=C(C(=CC=2C3=CC=CC=C3CC12)C)C)C bis(dimethylfluorenyl)biphenyldiamine